FC1=C(C=C(C(=C1)C(F)(F)F)F)NS(=O)(=O)C1=CNC(=C1)C1=NC=CC=C1 N-[2,5-difluoro-4-(trifluoromethyl)phenyl]-5-(2-pyridyl)-1H-pyrrole-3-sulfonamide